Cl.N(=[N+]=[N-])CCCCCCN 6-azidohexan-1-amine hydrochloride